tert-butyl (3S)-4-[1-[4-(aminomethyl)-2,6-dimethyl-benzeneyl]-6-fluoro-7-(2-fluoro-6-hydroxy-phenyl)-2-oxo-pyrido[2,3-d]pyrimidin-4-yl]-3-methyl-piperazine-1-carboxylate NCC1=CC(=C(C(=C1)C)N1C(N=C(C2=C1N=C(C(=C2)F)C2=C(C=CC=C2O)F)N2[C@H](CN(CC2)C(=O)OC(C)(C)C)C)=O)C